OC[C@H]1OC[C@H](O1)N1C(NC(C=C1)=O)=O 1-((2S,4S)-2-(hydroxymethyl)-1,3-dioxolan-4-yl)pyrimidine-2,4(1H,3H)-dione